N-((3S,4S)-1-(5-(3-cyano-6-methoxypyrazolo[1,5-a]pyridin-4-yl)pyridin-2-yl)-3-hydroxypiperidin-4-yl)-1-methylcyclobutane-1-carboxamide C(#N)C=1C=NN2C1C(=CC(=C2)OC)C=2C=CC(=NC2)N2C[C@@H]([C@H](CC2)NC(=O)C2(CCC2)C)O